CC(C(C)(C)C)CCC(C=CC(CCCC)O)O tetramethyl-6-dodecene-5,8-diol